5-(4-(bis(phenyl)amino)benzylidene)-4-oxo-3-phenylthiazol C1(=CC=CC=C1)N(C1=CC=C(C=C2C(N(CS2)C2=CC=CC=C2)=O)C=C1)C1=CC=CC=C1